(S)-2-Acetoxy-propionic acid (S)-2-[3-[(S)-2-((S)-2-acetoxy-propionyloxy)-propionyl]-2-(5-bromo-quinoxalin-6-ylimino)-imidazolidin-1-yl]-1-methyl-2-oxo-ethyl ester C(C)(=O)O[C@H](C(=O)O[C@H](C(=O)N1C(N(CC1)C([C@H](C)OC([C@H](C)OC(C)=O)=O)=O)=NC=1C(=C2N=CC=NC2=CC1)Br)C)C